methyl (E)-3-(3-chloro-4-(4,4,5,5-tetramethyl-1,3,2-dioxaborolan-2-yl)phenyl)acrylate ClC=1C=C(C=CC1B1OC(C(O1)(C)C)(C)C)/C=C/C(=O)OC